Europium(III) trifluoroacetate FC(C(=O)[O-])(F)F.[Eu+3].FC(C(=O)[O-])(F)F.FC(C(=O)[O-])(F)F